5-(7-(2,3-dichloro-6-methoxyphenyl)imidazo[1,2-a]pyridin-2-yl)hexahydrocyclopenta[c]pyrrole-2(1H)-carboxylate ClC1=C(C(=CC=C1Cl)OC)C1=CC=2N(C=C1)C=C(N2)C2CC1C(CN(C1)C(=O)[O-])C2